2-cyclopropyl-2-(3-((3-((diisopropylamino)methyl)-4-(5-fluoro-2-methoxypyridin-4-yl)benzyl)oxy)phenyl)ethyl methanesulfonate CS(=O)(=O)OCC(C1=CC(=CC=C1)OCC1=CC(=C(C=C1)C1=CC(=NC=C1F)OC)CN(C(C)C)C(C)C)C1CC1